C[C@@H]1[C@@H](N(C2CC1C2)C(=O)C2=NN(C=C2C2=NC=CC=N2)C)CNC2=NC=C(C=C2)C(F)(F)F |o1:1,2| N-{[(3R,4S) or (3S,4R)-4-methyl-2-{1-methyl-4-(pyrimidin-2-yl)-1H-pyrazole-3-carbonyl}-2-azabicyclo[3.1.1]heptan-3-yl]methyl}-5-(trifluoromethyl)pyridin-2-amine